N1=CC=C(C2=C1NC1=C(O2)C=CC=C1)OC1=CC=C(C=C1)NC(=O)C1=CN(C=C(C1=O)C1=CC=C(C=C1)F)C N-(4-((10H-benzo[b]pyrido[2,3-e][1,4]oxazin-4-yl)oxy)phenyl)-5-(4-fluorophenyl)-1-methyl-4-oxo-1,4-dihydropyridine-3-carboxamide